dinitrogen-di-ammonium salt [NH4+].[NH4+].[N+3].[N+3]